Morpholinium phosphat P(=O)([O-])([O-])[O-].[NH2+]1CCOCC1.[NH2+]1CCOCC1.[NH2+]1CCOCC1